(1S)-1-(3-aminoprop-1-yn-1-yl)-9-chloro-N-(1-methylcyclopropyl)-4-[(1-methylpyrazol-4-yl)methyl]-5-oxo-1H,2H-imidazo[1,2-a]quinazoline-7-sulfonamide NCC#C[C@H]1CN=C2N1C1=C(C=C(C=C1C(N2CC=2C=NN(C2)C)=O)S(=O)(=O)NC2(CC2)C)Cl